ClC1=CC=C(S1)C=1N=C(SC1)[C@H](CC1=CC=C(C=C1)NS(O)(=O)=O)NC([C@H](CC1=CC=CC=C1)C(=O)OC)=O 4-{(S)-2-[4-(5-Chlorothiophen-2-yl)thiazol-2-yl]-2-[(S)-2-(methoxycarbonyl)-3-phenylpropanamido]ethyl}phenyl-sulfamic acid